N-(2-methyl-4-(piperazin-1-yl)phenyl)-4-(piperazin-1-yl)benzamide bistrifluoroacetic acid salt FC(C(=O)O)(F)F.FC(C(=O)O)(F)F.CC1=C(C=CC(=C1)N1CCNCC1)NC(C1=CC=C(C=C1)N1CCNCC1)=O